(2R,3R,11bR)-3-(tert-butoxy)-9-((3-fluoro-bicyclo[1.1.1]pent-1-yl)methoxy)-10-methoxy-1,3,4,6,7,11b-hexahydro-2H-pyrido[2,1-a]isoquinolin-2-ol C(C)(C)(C)O[C@H]1[C@@H](C[C@H]2N(CCC3=CC(=C(C=C23)OC)OCC23CC(C2)(C3)F)C1)O